C1OC=2C=C(C[C@H](N)C)C=CC2O1 |r| (+/-)-3,4-Methylenedioxyamphetamine